ClC=1C=NC(=C(C(=O)NC2CCC(CC2)CN2C(N(C3=C2C=CC=C3)C3=CC=C(C=N3)N(C(OC(C)(C)C)=O)C)=O)C1)C(F)F tert-butyl (6-(3-(((1r,4r)-4-(5-chloro-2-(difluoromethyl)nicotinamido)cyclohexyl)methyl)-2-oxo-2,3-dihydro-1H-benzo[d]imidazol-1-yl)pyridin-3-yl)(methyl)carbamate